Ethyl-2-(4-(2-(((2-((1S,2S)-2-(3-chlorophenyl)cyclopropane-1-carboxamido) pyridin-4-yl)amino)methyl)-6-cyclopropylimidazo[1,2-a]pyridin-8-yl)piperazin-1-yl)acetate C(C)OC(CN1CCN(CC1)C=1C=2N(C=C(C1)C1CC1)C=C(N2)CNC2=CC(=NC=C2)NC(=O)[C@@H]2[C@H](C2)C2=CC(=CC=C2)Cl)=O